C(C)(C)(C)OC(=O)N1CCC2(CC1)CCN(CC2)C2CCN(CC2)C(=O)OCC2=CC=CC=C2 9-(1-((benzyloxy)carbonyl)piperidin-4-yl)-3,9-diazaspiro[5.5]undecane-3-carboxylic acid tert-butyl ester